C(C(C)C)N1C(C(CCC1=O)N1C(C2=CC=CC(=C2C1=O)[N+](=O)[O-])=O)=O 2-(1-isobutyl-2,6-dioxopiperidin-3-yl)-4-nitroisoindoline-1,3-dione